NC=1N=C(C2=C(N1)C=CN(C2=O)CC2=CC=C(C=C2)CN2CCNCC2)NCCCC 2-amino-4-(butylamino)-6-(4-(piperazin-1-ylmethyl)benzyl)pyrido[4,3-d]pyrimidin-5(6H)-one